BrC1=CC(=C(C=C1)C(C)N)Cl 1-(4-bromo-2-chloro-phenyl)ethanamine